N-[(1S)-1-(4,4-difluorocyclohexyl)-2-[[3-fluoro-1-[1-(6-oxo-1H-pyridazin-5-yl)ethyl]pyrazol-4-yl]amino]-2-oxo-ethyl]-2-isopropyl-pyrazole-3-carboxamide FC1(CCC(CC1)[C@@H](C(=O)NC=1C(=NN(C1)C(C)C1=CC=NNC1=O)F)NC(=O)C=1N(N=CC1)C(C)C)F